Cl.NC(CS(=O)(=O)O)CC1=CC=CC=C1 2-Amino-3-phenylpropane-1-sulfonic acid hydrochloride